4-benzyloxy-6-chloro-2-methyl-3-methylsulfanyl-pyridine C(C1=CC=CC=C1)OC1=C(C(=NC(=C1)Cl)C)SC